C1(CC1)N1N=CC(=C1F)NC1CN(CCC1)C(=O)OC(C)(C)C tert-butyl 3-[(1-cyclopropyl-5-fluoro-1H-pyrazol-4-yl)amino]piperidine-1-carboxylate